CC(=O)/C=C/C1=C(C)CCCC1(C)C β-ionone